(S)-(3-((tert-Butoxycarbonyl)amino)-4-((2,4-dimethylbenzyl)amino)-4-oxobutyl)dimethylsulfonium iodide [I-].C(C)(C)(C)OC(=O)N[C@@H](CC[S+](C)C)C(=O)NCC1=C(C=C(C=C1)C)C